C#CC#CCCCCCCCCCCCCCC octadecadiyne